4-bromo-5-fluoro-1-{[2-(trimethylsilyl)ethoxy]methyl}-1H-pyrazol BrC=1C=NN(C1F)COCC[Si](C)(C)C